BrC1=CC(=C2C=NN(C2=C1)C1OCCCC1)OC[C@@H]1C[C@H](C1)NC(OC(C)(C)C)=O tert-butyl trans-N-[3-[(6-bromo-1-tetrahydropyran-2-yl-indazol-4-yl)oxymethyl]cyclobutyl]carbamate